[C@H]12C(N(C[C@@H]2C1)C(=O)OC(C)(C)C)C(=O)OC 3-(tert-butyl) 2-methyl (1S,5R)-3-azabicyclo[3.1.0]hexane-2,3-dicarboxylate